C(N)(=O)[C@@H]1C[C@@]2(CN1C(=O)OC(C)(C)C)C(NC1=C(C=CC=C12)C#N)=O t-butyl (3r,5's)-5'-carbamoyl-7-cyano-2-oxospiro[indole-3,3'-pyrrolidine]-1'-carboxylate